CC=1CCC(C(C1)C1=CC(=C(C=C1)CCCCC)C1=CN=CS1)C(=C)C 5'-methyl-4-pentyl-2'-(prop-1-en-2-yl)-3-(thiazol-5-yl)-1',2',3',4'-tetrahydro-[1,1'-biphenyl]